C1(CC1)CNC(=O)C=1C=CC(=C2C=CN=CC12)C1=NOC(C1)(C1=CC(=CC=C1)C(F)(F)F)C(F)(F)F N-(cyclopropylmethyl)-5-[4,5-dihydro-5-(trifluoromethyl)-5-[3-(trifluoromethyl)phenyl]-3-isoxazolyl]-8-isoquinoline-carboxamide